2-(((1R,6S)-6-(6-(benzo[d]thiazol-2-ylmethoxy)pyridin-2-yl)-3-azabicyclo[4.1.0]heptan-3-yl)methyl)-1-(((S)-oxetan-2-yl)methyl)-1H-benzo[d]imidazole-6-carboxylic acid S1C(=NC2=C1C=CC=C2)COC2=CC=CC(=N2)[C@]21CCN(C[C@@H]1C2)CC2=NC1=C(N2C[C@H]2OCC2)C=C(C=C1)C(=O)O